S1C(=NC2=C1C=CC=C2)C=2C1=C(SC2NC(=O)C=2C=NNC2)[C@H]2CC[C@@H](C1)N2CC N-((5S,8R)-3-(benzo[d]thiazol-2-yl)-9-ethyl-5,6,7,8-tetrahydro-4H-5,8-epiminocyclohepta[b]thiophen-2-yl)-1H-pyrazole-4-carboxamide